CN1N=CC2=CC=CC(=C12)NS(=O)(=O)C=1C=CC(=NC1)C=1C=NC=CC1 N-(1-METHYL-1H-INDAZOL-7-YL)-[2,3'-BIPYRIDINE]-5-SULFONAMIDE